2-(PROP-2-YN-1-YLOXY)BUTANOIC ACID C(C#C)OC(C(=O)O)CC